(R)-4-(4-bromo-2,6-difluorobenzoyl)-3-(hydroxymethyl)piperazine-1-carboxylic acid tert-butyl ester C(C)(C)(C)OC(=O)N1C[C@@H](N(CC1)C(C1=C(C=C(C=C1F)Br)F)=O)CO